NC=1N=C(N(C(C1C#CCC1=CC(=C(C#N)C=C1)F)=O)C)N1CCC2(CC1)[C@@H](C1=CC=CC=C1C2)N (S)-4-(3-(4-amino-2-(1-amino-1,3-dihydrospiro[indene-2,4'-piperidine]-1'-yl)-1-methyl-6-oxo-1,6-dihydropyrimidin-5-yl)prop-2-yn-1-yl)-2-fluorobenzonitrile